Cl.FC=1C=2N(C=C(C1)C=1N=C3N(C(N1)=O)C=C(C=C3C)N3C[C@@H](NCC3)C)C=C(N2)C (S)-2-(8-fluoro-2-methylimidazo[1,2-a]pyridin-6-yl)-9-methyl-7-(3-methylpiperazin-1-yl)-4H-pyrido[1,2-a][1,3,5]triazin-4-one hydrochloride